C(CCC)OC=1N=C(C2=C(N1)C(=CN2)CC2=CC=C(C=C2)CN2CCOCC2)N 2-butoxy-7-(4-(morpholinomethyl)benzyl)-5H-pyrrolo[3,2-d]pyrimidin-4-amine